FC1=CC=CC2=C1N(C(=N2)C2=NOC=C2C)CC=2N=NC=CC2 3-(7-fluoro-1-(pyridazin-3-ylmethyl)-benzoimidazol-2-yl)-4-methylisoxazole